ClC1=CC=C(CN2C(=NC=3N(C(N(C(C23)=O)CCCO)=O)C)OC2=CC=C(C=C2)Cl)C=C1 (4-Chlorobenzyl)-8-(4-chlorophenoxy)-1-(3-hydroxypropyl)-3-methyl-1H-purine-2,6(3H,7H)-dione